OCCC1COCCN1C(CN1CCOCC1)S(=O)(=O)O 3-(2-hydroxyethyl)-1,2-dimorpholinoethanesulfonic acid